(3ar,5s,6as)-5-(3-(pyrimidin-5-yl)phenoxy)octahydrocyclopenta[c]pyrrole N1=CN=CC(=C1)C=1C=C(OC2C[C@@H]3[C@@H](CNC3)C2)C=CC1